2-(1-benzofuran-2-yl)-N-(diphenylmethyl)quinoline-4-carboxamide O1C(=CC2=C1C=CC=C2)C2=NC1=CC=CC=C1C(=C2)C(=O)NC(C2=CC=CC=C2)C2=CC=CC=C2